C(N)(=N)C=1C=C(SC1)[C@@H](C)NC(=O)[C@H]1N(C[C@@H](C1)OC(F)F)C(CNC(=O)C=1C=CC=2NC3=CC=CC=C3C2C1)=O N-(2-((2S,4R)-2-(((R)-1-(4-carbamimidoylthiophen-2-yl)ethyl)carbamoyl)-4-(difluoromethoxy)pyrrolidin-1-yl)-2-oxoethyl)-9H-carbazole-3-carboxamide